6-methyl-2H-chromen-2-one CC=1C=C2C=CC(OC2=CC1)=O